CN1CCN(CC1)C(=O)O[C@@H]1CC[C@H](CC1)C(N(C[C@@H]1CC[C@H](CC1)C1=NC(=C(C=C1)OC)C)C1=CC(=CC=C1)C=1C=NN(C1)C(C)C)=O trans-4-((3-(1-Isopropyl-1H-pyrazol-4-yl)phenyl)((trans-4-(5-methoxy-6-methylpyridin-2-yl)cyclohexyl)methyl) carbamoyl)cyclohexyl 4-methylpiperazine-1-carboxylate